1-((1R,5S)-3-(8-fluoro-7-(3-hydroxynaphthalen-1-yl)-2-(((S)-1-methylpyrrolidin-2-yl)methoxy)quinazolin-4-yl)-3,8-diazabicyclo[3.2.1]octan-8-yl)-4-(1H-imidazol-1-yl)butan-1-one FC=1C(=CC=C2C(=NC(=NC12)OC[C@H]1N(CCC1)C)N1C[C@H]2CC[C@@H](C1)N2C(CCCN2C=NC=C2)=O)C2=CC(=CC1=CC=CC=C21)O